[Br-].C(C1=CC=CC=C1)[N+](CCCCCCCCCCCCCCCC)(C)C benzyldimethyl-hexadecyl-ammonium bromide